OC(CCOS(=O)(=O)C1=CC=C(C=C1)C)(CC)C 4-Methylbenzenesulfonic acid (3-hydroxy-3-methyl-pentyl) ester